trimethylolpropane monomyristate C(CCCCCCCCCCCCC)(=O)O.C(O)C(CC)(CO)CO